2-iodomethyl-Oxetane ICC1OCC1